N-[(2-cyano-4-pyridyl)methyl]-4-((S)-1,6-diaza-6-spiro[3.4]octyl)-5-(3,5-difluorophenyl)nicotinamide C(#N)C1=NC=CC(=C1)CNC(C1=CN=CC(=C1N1C[C@]2(CCN2)CC1)C1=CC(=CC(=C1)F)F)=O